4-(2'-Cyano-[1,1'-biphenyl]-4-yl)-N-(2-ethynyl-thiazol-4-yl)piperazine-1-carboxamide C(#N)C1=C(C=CC=C1)C1=CC=C(C=C1)N1CCN(CC1)C(=O)NC=1N=C(SC1)C#C